N1CC(CCC1)NC1=NC=C(C(=N1)C1=CNC2=C1C(NCC2)=O)C(F)(F)F 3-{2-[(piperidin-3-yl)amino]-5-(trifluoromethyl)pyrimidin-4-yl}-1H,4H,5H,6H,7H-pyrrolo[3,2-c]pyridin-4-one